ClC1=NC=C(C2=C1C(=CN2C)[N+](=O)[O-])F 4-Chloro-7-fluoro-1-methyl-3-nitro-1H-pyrrolo[3,2-c]pyridine